FC(C=1N=C(N=NC1)SC)F 5-(difluoromethyl)-3-(methylsulfanyl)-1,2,4-triazine